C(C)(C)(C)OC(=O)N(CCCC(=O)OCC1=CC=CC=C1)C(=O)OC(C)(C)C benzyl 4-[bis(tert-butoxycarbonyl)amino]butanoate